FC1(CN(CC12CC(C2)C=2C=CC=C1C=NC(=NC21)NC2CCN(CC2)S(=O)(=O)C)C(=O)OC(C)(C)C)F tert-butyl 8,8-difluoro-2-(2-((1-(methylsulfonyl) piperidin-4-yl) amino) quinazolin-8-yl)-6-azaspiro[3.4]octane-6-carboxylate